C1(=CC=CC=C1)N1C2=CC=CC=C2C=2C=C(C=CC12)C1=CC=C(C=C1)C1=C(C=CC=2C3=CC=CC=C3C3(C12)C1=CC=CC=C1C=1C=CC=CC13)N [4-(9-phenyl-9H-carbazol-3-yl)phenyl]-9,9'-spirobi[9H-fluoren]-2-amine